FC1=C(C(=C(C(=C1[B-](C1=C(C(=C(C(=C1F)F)F)F)F)(C1=C(C(=C(C(=C1F)F)F)F)F)C1=C(C(=C(C(=C1F)F)F)F)F)F)F)F)F.[Fe+2].FC1=C(C(=C(C(=C1[B-](C1=C(C(=C(C(=C1F)F)F)F)F)(C1=C(C(=C(C(=C1F)F)F)F)F)C1=C(C(=C(C(=C1F)F)F)F)F)F)F)F)F iron (II) tetrakis(pentafluorophenyl)borate